C(#N)C1=NN(C2=CC(=CC=C12)COC1=CC=CC(=N1)C1CCN(CC1)CC1=NC2=C(N1C[C@H]1OCC1)C=C(C=C2)C(=O)O)C (S)-2-((4-(6-((3-cyano-1-methyl-1H-indazol-6-yl)Methoxy)pyridin-2-yl)piperidin-1-yl)methyl)-1-(oxetan-2-ylmethyl)-1H-benzo[d]imidazole-6-carboxylic acid